(S)-2-((6-bromoquinazolin-4-yl)amino)-N-isopropylpropanamide BrC=1C=C2C(=NC=NC2=CC1)N[C@H](C(=O)NC(C)C)C